N-[4-(1-cyanocyclopentyl)phenyl]-2-(4-picolyl)amino-3-pyridinecarboxamide C(#N)C1(CCCC1)C1=CC=C(C=C1)NC(=O)C=1C(=NC=CC1)NCC1=CC=NC=C1